ClC=1C=C(C2=C(C(=CO2)COC2=C(C=CC=C2)CC(=O)OCC)C1)N1CCOCC1 ethyl 2-(2-((5-chloro-7-morpholinobenzofuran-3-yl)methoxy)phenyl)acetate